N-({1-[(2R)-1-[4-(2-tert-butyl-2H-1,2,3,4-tetrazol-5-yl)phenyl]-3-(hydroxycarbamoyl)propan-2-yl]-1H-1,2,3-triazol-4-yl}methyl)-3,4-difluorobenzamide C(C)(C)(C)N1N=C(N=N1)C1=CC=C(C=C1)C[C@H](CC(NO)=O)N1N=NC(=C1)CNC(C1=CC(=C(C=C1)F)F)=O